N-(4-((dimethylamino)methyl)-3-(trifluoromethyl)phenyl)-6-(pyrazolo[1,5-a]pyrazine-3-carbonyl)-4,5,6,7-tetrahydrothieno[2,3-c]pyridine-3-carboxamide CN(C)CC1=C(C=C(C=C1)NC(=O)C1=CSC=2CN(CCC21)C(=O)C=2C=NN1C2C=NC=C1)C(F)(F)F